COC1=C(C=C2C=C(N(C2=C1)CC(C)N1CCN(CC1)S(=O)(=O)C)C#N)CN1CCC2(CN(C2)C2=NC=NC3=CC=C(C=C23)CC(F)(F)F)CC1 6-methoxy-1-[2-(4-methylsulfonylpiperazin-1-yl)propyl]-5-[[2-[6-(2,2,2-trifluoroethyl)quinazolin-4-yl]-2,7-diazaspiro[3.5]nonan-7-yl]methyl]indole-2-carbonitrile